FC1=C(C=C(C=C1)NC(=O)N1C[C@@H](CC1)C)N1N=C2N=CC(=CC2=C1)C(C)C (3R)-N-{4-fluoro-3-[5-(propan-2-yl)-2H-pyrazolo[3,4-b]pyridin-2-yl]phenyl}-3-methylpyrrolidine-1-carboxamide